methyl 5-((4-(benzylamino)-5-(trifluoromethyl)pyrimidin-2-yl)amino)-2-(4,4,5,5-tetramethyl-1,3,2-dioxaborolan-2-yl)benzoate C(C1=CC=CC=C1)NC1=NC(=NC=C1C(F)(F)F)NC=1C=CC(=C(C(=O)OC)C1)B1OC(C(O1)(C)C)(C)C